N1=C(C=CC=C1NC=1C=C(C(=O)N[C@@H]2[C@H](CCCC2)O)C=C(C1C)F)C=1C=NC=CC1 3-[([2,3'-bipyridin]-6-yl)amino]-5-fluoro-N-[(1S,2S)-2-hydroxycyclohexyl]-4-methylbenzamide